2-((4-(difluoromethoxy)-3-(3-methyl-6-(pyrazolo[1,5-a]pyrimidin-3-yl)-1H-pyrazolo[4,3-c]pyridin-1-yl)phenyl)thio)acetamide FC(OC1=C(C=C(C=C1)SCC(=O)N)N1N=C(C=2C=NC(=CC21)C=2C=NN1C2N=CC=C1)C)F